BrC=1C=C(N)C=C(C1)C(F)(F)F 3-bromo-5-(trifluoromethyl)aniline